2-(trimethylsilyl)ethyl 6-aminohexanoate NCCCCCC(=O)OCC[Si](C)(C)C